vinyloxyethanoL C=COCCO